4-(5-methyl-1H-indazol-4-yl)-3-quinolinecarbonitrile CC=1C(=C2C=NNC2=CC1)C1=C(C=NC2=CC=CC=C12)C#N